2-(phenoxymethyl)-4,5-dihydroAzole O(C1=CC=CC=C1)CC=1NCCC1